ClC1=C(C(=O)C2=CC=C(C=C2)Br)C=CC=C1 chloro-4'-bromobenzophenone